1-Tert-butyl 4-[3-[4-chloro-3-(2,4-dioxohexahydropyrimidin-1-yl)phenyl]prop-2-ynyl]piperazine-1-carboxylate ClC1=C(C=C(C=C1)C#CCN1CCN(CC1)C(=O)OC(C)(C)C)N1C(NC(CC1)=O)=O